4-((1-isopropylpiperidin-4-yl)amino)-6-methoxy-7-(2-morpholinylethoxy)quinazoline-2-carbonitrile C(C)(C)N1CCC(CC1)NC1=NC(=NC2=CC(=C(C=C12)OC)OCCN1CCOCC1)C#N